FC1=C(C=CC(=C1)C1=NN(C=N1)C1=CC=C(C=C1)OC(F)(F)F)NC(=O)\N=C\1/SCC(N1C1=C(C=CC(=C1)C)CC(C)C)=O (Z)-1-(2-fluoro-4-(1-(4-(trifluoromethoxy)phenyl)-1H-1,2,4-triazol-3-yl)phenyl)-3-(3-(2-isobutyl-5-methylphenyl)-4-oxothiazolidin-2-ylidene)urea